3-((4-(6-chloro-1-(piperidin-4-yl)-1,2,3,4-tetrahydroquinolin-8-yl)pyrrolo[2,1-f][1,2,4]triazin-6-yl)methyl)-6,6-dimethyl-3-azabicyclo[3.1.0]hexane-2,4-dione ClC=1C=C2CCCN(C2=C(C1)C1=NC=NN2C1=CC(=C2)CN2C(C1C(C1C2=O)(C)C)=O)C2CCNCC2